tert-Butyl 2-(6-(3-(1-hydroxyethyl)phenyl)-2-oxo-3-(phenethylamino)pyrazin-1(2H)-yl)acetate OC(C)C=1C=C(C=CC1)C1=CN=C(C(N1CC(=O)OC(C)(C)C)=O)NCCC1=CC=CC=C1